1-(2,6-difluorobenzyl)-5-((dimethylamino)methyl)-6-(4-nitrophenyl)-3-(6-(oxetan-3-yloxy)pyridin-2-yl)thieno[2,3-d]pyrimidine-2,4(1h,3h)-dione FC1=C(CN2C(N(C(C3=C2SC(=C3CN(C)C)C3=CC=C(C=C3)[N+](=O)[O-])=O)C3=NC(=CC=C3)OC3COC3)=O)C(=CC=C1)F